C1(C=CC(N1C=1C=C(OC2=CC=C(C=C2)S(=O)C2=CC=C(C=C2)OC2=CC(=CC=C2)N2C(C=CC2=O)=O)C=CC1)=O)=O Bis[4-(3-maleimidophenoxy) phenyl] sulfoxide